(S)-2-(3-((1-acetylpyrrolidin-2-yl)methoxy)pyridin-4-yl)-3-((3-chloro-2-methoxyphenyl)amino)-1,5,6,7-tetrahydro-4H-pyrrolo[3,2-c]pyridin-4-one C(C)(=O)N1[C@@H](CCC1)COC=1C=NC=CC1C1=C(C=2C(NCCC2N1)=O)NC1=C(C(=CC=C1)Cl)OC